C(C)O[Si](CCCOCC1OCC1)(OCC)OCC triethoxy[3-(oxetanylmethoxy)propyl]silane